(S)-1-(3-(benzothien-3-yl)-2-(dimethylamino)propyl)-3-(4-methoxyphenylethyl)urea S1C=C(C2=C1C=CC=C2)C[C@@H](CNC(=O)NCCC2=CC=C(C=C2)OC)N(C)C